C(C)OC(=O)C=1[C@@H](N=C(NC1CBr)C=1SC=CN1)C1=C(C(=CC=C1)F)C (S)-6-(bromomethyl)-4-(3-fluoro-2-methylphenyl)-2-(thiazole-2-yl)-1,4-dihydropyrimidine-5-carboxylic acid ethyl ester